N-[3-chloro-4-[(3-fluorophenyl)methoxy]phenyl]-6-[5-[(2-methylsulfonylethylamino)methyl]-2-furyl]quinazoline-4-amine ClC=1C=C(C=CC1OCC1=CC(=CC=C1)F)NC1=NC=NC2=CC=C(C=C12)C=1OC(=CC1)CNCCS(=O)(=O)C